((3-(cyclopropyldifluoromethyl)phenyl)carbamoyl)-5-methyl-1H-imidazole 3-oxide C1(CC1)C(C=1C=C(C=CC1)NC(=O)N1C=[N+](C=C1C)[O-])(F)F